2,2-dimethyl-4-(2-oxoethyl)-1,3-oxazolidine-3-carboxylic acid tert-butyl ester C(C)(C)(C)OC(=O)N1C(OCC1CC=O)(C)C